(2S)-methyl 2-amino-3-phenylpropionate hydrochloride Cl.N[C@H](C(=O)OC)CC1=CC=CC=C1